OC(C(=N)N)(C)OC1OCCCC1 hydroxy-2-tetrahydropyran-2-yloxy-propionamidine